tert-butyl 1-[(3-tert-butoxy-3-oxo-propoxy)methyl]-3,8-diazabicyclo[3.2.1]octane-8-carboxylate C(C)(C)(C)OC(CCOCC12CNCC(CC1)N2C(=O)OC(C)(C)C)=O